(methyl)carbonate COC([O-])=O